N-(2-fluoro-4-methylsulfonyl-phenyl)carboxamide FC1=C(C=CC(=C1)S(=O)(=O)C)NC=O